5-((6-chloro-1-((2-(trimethylsilyl)ethoxy)methyl)-1H-pyrrolo[2,3-B]pyridin-4-yl)oxy)pyridin-2-amine ClC1=CC(=C2C(=N1)N(C=C2)COCC[Si](C)(C)C)OC=2C=CC(=NC2)N